(2-hydroxyphenyl)methylbis(2-naphthyl)phosphine oxide OC1=C(C=CC=C1)CP(C1=CC2=CC=CC=C2C=C1)(C1=CC2=CC=CC=C2C=C1)=O